ClC1=CC=C(C=C1)C1=CC(=CC=C1)[C@]1(OCC[C@@H]2N(C1=O)C(OC2)(C)C)C (6R,9aS)-6-(4'-chloro-[1,1'-biphenyl]-3-yl)-3,3,6-trimethyltetrahydro-3H-oxazolo[3,4-d][1,4]oxazepin-5(6H)-one